(hexahydropyrrolo[3,4-c]pyrrol-2(1H)-yl)(3-fluoro-2-methylphenyl)methanone dihydrochloride Cl.Cl.C1N(CC2C1CNC2)C(=O)C2=C(C(=CC=C2)F)C